1-propyl-1H-1,2,3-triazole-5-sulfonyl chloride C(CC)N1N=NC=C1S(=O)(=O)Cl